pyrazolocyclododecene N1N=CC2=C1C=CC=CC=CC=CC=C2